NC1=C(C=2C=NC(=C(C2N1C1=C2C=NN(C2=CC=C1C)C1OCCCC1)CC1CN(C1)C(=O)OCCCC)C1CC1)C(N)=O butyl 3-[[2-amino-3-carbamoyl-6-cyclopropyl-1-(5-methyl-1-tetrahydropyran-2-yl-indazol-4-yl)pyrrolo[3,2-c]pyridin-7-yl]methyl]azetidine-1-carboxylate